β-(3,4-epoxycyclohexyl)ethylmethoxydimethylsilane C1(CC2C(CC1)O2)CC[Si](C)(C)OC